N[C@@H]([C@H](CNC1=C(C=C(C=N1)S(=O)(=O)NC=1SC(=CN1)F)Cl)CC1=C(C=CC(=C1)C)CN)C 6-(((2S,3R)-3-amino-2-(2-(aminomethyl)-5-methylbenzyl)butyl)amino)-5-chloro-N-(5-fluorothiazol-2-yl)pyridine-3-sulfonamide